FC1=C(C=CC(=C1)OC1=CC=NC=2NC(C=NC21)=O)NC(=O)NC2=C1C(=NN2C2=CC=CC=C2)CCC1 1-(2-fluoro-4-((3-keto-3,4-dihydropyrido[2,3-b]pyrazin-8-yl)oxy)phenyl)-3-(2-phenyl-2,4,5,6-tetrahydrocyclopenta[c]pyrazol-3-yl)urea